2-(4,5-dimethyl-1H-imidazole-2-yl)-6-(3-hydroxymethylene-1H-pyrazole-1-yl)pyridine CC=1N=C(NC1C)C1=NC(=CC=C1)N1NC(C=C1)=CO